2-(2-methylpropyl)quinoline CC(CC1=NC2=CC=CC=C2C=C1)C